OC1=C(C(=C2CC[C@](OC2=C1)(C1=CC=CC=C1)OC)OC)C (2S)-7-hydroxy-2,5-dimethoxy-6-methylflavan